C(C)(=O)C1=C(C=C(C=C1)Cl)C=1C(=NN(C(C1)=O)C(C(=O)N)CC1=CC=CC=C1)OC 2-(4-(2-acetyl-5-chlorophenyl)-3-methoxy-6-oxopyridazin-1(6H)-yl)-3-phenylpropanamide